octane-1,1-diyldifuran C(CCCCCCC)(C=1OC=CC1)C=1OC=CC1